C(CC)(=O)[O-].[K+] potassium propionate